C1(CC1)C1=C(C(=NO1)CN(C(=O)[C@H]1N(CCC1)S(=O)(=O)C1=CC=C(C)C=C1)C1CCC(CC1)(F)F)CC (S)-1-(Toluene-4-sulfonyl)-pyrrolidine-2-carboxylic acid (5-cyclopropyl-4-ethyl-isoxazol-3-ylmethyl)-(4,4-difluoro-cyclohexyl)-amide